NC=1C2=C(N=CN1)N(C(=C2C2=C(C=C(C=C2)OC2=NC(=CC=C2)C)OC)C#CC2[C@@H]1CN(C[C@H]21)C(C=C)=O)CCCO 1-[(1R,5S,6R)-6-[2-[4-amino-7-(3-hydroxypropyl)-5-[2-methoxy-4-[(6-methylpyridin-2-yl)oxy]phenyl]-7H-pyrrolo[2,3-d]pyrimidin-6-yl]ethynyl]-3-azabicyclo[3.1.0]hexan-3-yl]prop-2-en-1-one